N1N=CC2=CC(=CC=C12)B(O)O (1H-indazol-5-yl)boronic acid